6-(4-methyl-1,3-thiazol-2-yl)-1-(quinolin-4-yl)-1H,2H-[1,3]oxazolo[5,4-c]pyridin-2-one CC=1N=C(SC1)C1=CC2=C(C=N1)OC(N2C2=CC=NC1=CC=CC=C21)=O